CC1=NOC(=C1C=1C=CC(=C(C1)N(C1=CC=C(C=C1)C1(CC1)C#N)CC1CCN(CC1)CC1=NC=C(C=C1)N1C(NC(CC1)=O)=O)C)C 1-(4-((5-(3,5-dimethylisoxazol-4-yl)-2-methylphenyl)((1-((5-(2,4-dioxotetrahydropyrimidin-1(2H)-yl)pyridin-2-yl)methyl)piperidin-4-yl)methyl)amino)phenyl)cyclopropane-1-carbonitrile